C(C1=CC=CC=C1)O[C@@H](C(=O)C1=CC(=C(C=C1)C)CC1=CC=C(C=C1)OCC1=CC=CC=C1)[C@H]([C@@H](C(COCC1=CC=CC=C1)(O[Si](C)(C)C)C)OCC1=CC=CC=C1)OCC1=CC=CC=C1 (2R,3S,4S)-2,3,4,6-tetrabenzyloxy-1-[3-[(4-benzyloxyphenyl)methyl]-4-methyl-phenyl]-5-methyl-5-trimethylsiloxy-hexan-1-one